1-(6-(N-(1-cyanocyclopropyl)sulfamoyl)-1-(5-(difluoromethyl)-1,3,4-thiadiazol-2-yl)-1H-indazol-4-yl)-N-methylazetidine-3-carboxamide C(#N)C1(CC1)NS(=O)(=O)C1=CC(=C2C=NN(C2=C1)C=1SC(=NN1)C(F)F)N1CC(C1)C(=O)NC